2-(4-(4-(4-((4-((2-(methylcarbamoyl)phenyl)amino)-5-(trifluoromethyl)pyrimidin-2-yl)amino)phenyl)-1H-pyrazol-1-yl)piperidin-1-yl)propanoic acid CNC(=O)C1=C(C=CC=C1)NC1=NC(=NC=C1C(F)(F)F)NC1=CC=C(C=C1)C=1C=NN(C1)C1CCN(CC1)C(C(=O)O)C